O1N(CCCC1)CCOC1=CC2=C(OC[C@@H](C(N2C)=O)NC(=O)N2N=CC(=C2)CC2=CC(=CC=C2)F)C=C1 (S)-N-(7-(2-(1,2-oxazinan-2-yl)ethoxy)-5-methyl-4-oxo-2,3,4,5-tetrahydrobenzo[b][1,4]oxazepin-3-yl)-4-(3-fluorobenzyl)-1H-pyrazole-1-carboxamide